FC1=C(C(=CC=C1)F)CN1C=NN(C1=O)C1=CC(=C(OC2=CC(=NC=C2F)NC(OC(C)(C)C)=O)C=C1)F tert-butyl N-[4-[4-[4-[(2,6-difluorophenyl)methyl]-5-oxo-1,2,4-triazol-1-yl]-2-fluoro-phenoxy]-5-fluoro-2-pyridyl]carbamate